2,2,14,14-tetramethyl-8-(trimethylsilyloxy)pentadecanedicarboxylic acid diethyl ester C(C)OC(=O)C(C(CCCCCC(CCCCCC(C)(C)C)O[Si](C)(C)C)(C)C)C(=O)OCC